C(C)(C)(C)OC(COC1=C(SC(=C1Cl)C1=CC(=CC=C1)NC1CC(N(CC1)S(=O)(=O)CC1=CC(=C(C=C1)F)[N+](=O)[O-])(C)C)C(=O)OC(C)(C)C)=O tert-butyl 3-(2-tert-butoxy-2-oxo-ethoxy)-4-chloro-5-[3-[[1-[(4-fluoro-3-nitro-phenyl)methylsulfonyl]-2,2-dimethyl-4-piperidyl]amino]phenyl]thiophene-2-carboxylate